6-but-3-enyl-4-[3-fluoro-5-(morpholine-4-carbonyl)phenyl]-1H-pyrrolo[2,3-c]pyridin-7-one C(CC=C)N1C(C2=C(C(=C1)C1=CC(=CC(=C1)C(=O)N1CCOCC1)F)C=CN2)=O